C(C=C)(=O)OC1=C(C=C(C=C1C(C)C1=C(C(=CC(=C1)C(C)(C)CC)C(C)(C)CC)O)C(C)(C)CC)C(C)(C)CC 2,4-di-tert-pentyl-6-[1-(3,5-di-tert-pentyl-2-hydroxyphenyl)ethyl]phenyl acrylate